6-methoxy-2-[(2-methyl-1H-indol-5-yl)oxy]quinolin-7-ol COC=1C=C2C=CC(=NC2=CC1O)OC=1C=C2C=C(NC2=CC1)C